BrC1=CC2=C(N(C(N2C)=O)CC2CCC2)C=C1 5-bromo-1-(cyclobutylmethyl)-3-methyl-1,3-dihydro-2H-benzo[d]imidazol-2-one